2-(benzo[b]thiophen-7-yl)-5-methyloctahydropyrrolo[3,4-c]pyrrole oxalate C(C(=O)O)(=O)O.S1C2=C(C=C1)C=CC=C2N2CC1CN(CC1C2)C